methylguanidino-18-methyl-1-oxa-4,6-diaza-octadecane-2,7-dione CC(C(O)=O)(NCNC(CCCCCCCCCCCC)=O)NC(=N)N